(quinoline-2-yl) ketone N1=C(C=CC2=CC=CC=C12)C(=O)C1=NC2=CC=CC=C2C=C1